N-(4-((2-fluorobenzyl)oxy)benzyl)-2-(trifluoromethyl)thiazole-4-carboxamide FC1=C(COC2=CC=C(CNC(=O)C=3N=C(SC3)C(F)(F)F)C=C2)C=CC=C1